(R)-N-(1-(4-(2-(2-Aminopyridin-3-yl)-5-phenyl-3H-imidazo[4,5-b]pyridin-3-yl)benzyl)piperidin-3-yl)cyanamide NC1=NC=CC=C1C1=NC=2C(=NC(=CC2)C2=CC=CC=C2)N1C1=CC=C(CN2C[C@@H](CCC2)NC#N)C=C1